7-((2-methoxy-4-(4-(trifluoromethyl)piperidin-1-yl)phenyl)amino)-2H-benzo[b][1,4]oxazin-3(4H)-one COC1=C(C=CC(=C1)N1CCC(CC1)C(F)(F)F)NC=1C=CC2=C(OCC(N2)=O)C1